C(C1=CC=CC=C1)OC(=O)N1CCC(=CC1)C#CC=1CCN(CC1)C1=C(C=C(C=C1)N)F 4-[2-[1-(4-amino-2-fluoro-phenyl)-3,6-dihydro-2H-pyridin-4-yl]ethynyl]-3,6-dihydro-2H-pyridine-1-carboxylic acid benzyl ester